CC1=C(C(=O)O)C=C(C(=C1OC)O)OC.C(C1=CC(OC)=C(O)C(OC)=C1)(=O)OC methyl syringate (METHYL SYRINGATE)